4-(naphthylthio)cyclohexanone C1(=CC=CC2=CC=CC=C12)SC1CCC(CC1)=O